tert-Butyl-[3-({(1R)-1-[1-benzyl-4-(2,5-difluorophenyl)-1H-imidazol-2-yl]-2,2-dimethylpropyl}amino)-2-({[tert-butyl(dimethyl)silyl]oxy}methyl)propyl]carbamate C(C)(C)(C)OC(NCC(CN[C@H](C(C)(C)C)C=1N(C=C(N1)C1=C(C=CC(=C1)F)F)CC1=CC=CC=C1)CO[Si](C)(C)C(C)(C)C)=O